C(C)OP1(CCN(C1)CCCN1C(C2=CC=CC=C2C1=O)=O)=O 2-(3-(4-ethoxy-4-oxo-1,4-azaphospholan-1-yl)propyl)isoindoline-1,3-dione